O=C1NC(CCC1N1CC2=CC=C(C=C2C1=O)C#CC1=CC=C(CN2CCC(CC2)C2=CC=C(C(=O)N3CCC(CC3)CCCCNC(\C=C\C=3C=NC=CC3)=O)C=C2)C=C1)=O (E)-N-(4-(1-(4-(1-(4-((2-(2,6-dioxopiperidin-3-yl)-3-oxoisoindoline-5-yl)ethynyl)benzyl)piperidin-4-yl)benzoyl)piperidin-4-yl)butyl)-3-(pyridin-3-yl)acrylamide